1,1,3,3-tetramethylisouronium tetrafluoroborate F[B-](F)(F)F.CN(C(O)=[N+](C)C)C